Bromo-7'-fluoro-1-isopropyl-3'-methyl-spiro[azetidine-3,1'-pyrrolo[2,3-c]quinolin]-2'(3'h)-one BrC1=NC=2C=C(C=CC2C2=C1N(C(C21CN(C1)C(C)C)=O)C)F